C1(CC1)C(=O)C1=CC(=C(COC2=CC=CC(=N2)C=2CCN(CC2)CC2=NC3=C(N2C[C@H]2OCC2)C=C(C=C3)C(=O)[O-])C=C1)F (S)-2-((6-((4-(cyclopropanecarbonyl)-2-Fluorobenzyl)oxy)-3',6'-dihydro-[2,4'-bipyridyl]-1'(2'H)-yl)methyl)-1-(oxetane-2-ylmethyl)-1H-benzo[d]imidazole-6-carboxylate